C(CCCCCCCCCCCCCCCCC)N1C(=C(C(C2=C(C=C(C=C12)OC(=O)C(C)(C)C)OC(=O)C(C)(C)C)=O)OC(=O)C(C)(C)C)C1=CC=CC=C1 N-octadecyl-2-phenyl-3,5,7-tris-(tert-butylcarbonyloxy)-quinolin-4-one